Trans-5-bromo-2-(4-(4-(4-chlorophenyl)-5-methyl-4H-1,2,4-triazol-3-yl)cyclohexyloxy)pyridine BrC=1C=CC(=NC1)O[C@@H]1CC[C@H](CC1)C1=NN=C(N1C1=CC=C(C=C1)Cl)C